C(C)(=O)C1=CN(C2=C(C=C(C=C12)C=1C=NC(=NC1)C)C)CC(=O)N1[C@@H]2C[C@@]2(C[C@H]1C(=O)NC1=NC(=CC=C1C)Br)C (1R,3S,5R)-2-(2-(3-acetyl-7-methyl-5-(2-methylpyrimidin-5-yl)-1H-indol-1-yl)acetyl)-N-(6-bromo-3-methylpyridin-2-yl)-5-methyl-2-azabicyclo[3.1.0]hexane-3-carboxamide